COC1=C(OCCN(C(=O)C2=C(OC=3N=CN=C(C32)NC3(CC3)C)C)C)C=CC=C1 N-[2-(2-methoxyphenoxy)ethyl]-N,6-dimethyl-4-[(1-methylcyclopropyl)amino]furo[2,3-d]pyrimidine-5-carboxamide